N-((S)-1-(4-((S)-2-cyclopropyl-1-hydroxyethyl)phenyl)ethyl)-2,2,2-trifluoroacetamide C1(CC1)C[C@H](O)C1=CC=C(C=C1)[C@H](C)NC(C(F)(F)F)=O